allyl-diethyl-amine C(C=C)N(CC)CC